(S)-(3-(5-hydroxy-1H-indol-3-yl)-1-((2-(5-hydroxy-1H-indol-3-yl)ethyl)amino)-1-oxopropan-2-yl)carbamic acid tert-butyl ester C(C)(C)(C)OC(N[C@H](C(=O)NCCC1=CNC2=CC=C(C=C12)O)CC1=CNC2=CC=C(C=C12)O)=O